(R)-tert-butyl 3-(9-((1s,4S)-4-carbamoylcyclohexyl)-8-(2,6-dichlorophenylamino)-9H-purin-2-ylamino)piperidine-1-carboxylate C(N)(=O)C1CCC(CC1)N1C2=NC(=NC=C2N=C1NC1=C(C=CC=C1Cl)Cl)N[C@H]1CN(CCC1)C(=O)OC(C)(C)C